1,8-Diaminoanthracene NC1=CC=CC2=CC3=CC=CC(=C3C=C12)N